C(C)(C)(C)C=1N=C(N=NC1C(F)(F)F)SC tert-butyl-3-(methylthio)-6-(trifluoromethyl)-1,2,4-triazine